1-fluoro-5-[4-[(3S)-1-(3-fluoropropyl)pyrrolidin-3-yl]oxyphenyl]-6-[4-(trifluoromethyl)phenyl]-8,9-dihydro-7H-benzo[7]annulen-2-ol FC1=C(C=CC2=C1CCCC(=C2C2=CC=C(C=C2)O[C@@H]2CN(CC2)CCCF)C2=CC=C(C=C2)C(F)(F)F)O